Br[C@@H](C(=O)O)C1CCC(CC1)O (R)-2-bromo-2-(4-hydroxycyclohexyl)acetic acid